[Cl-].[Zn+2].CCN1C(C=2C(=C(C(=NC2C)C)C)C)(CCC1)C.[Cl-] hexamethylnicotine zinc chloride